O1C(CCCC1)CCCCCCCCBr 1-(tetrahydropyranyl)-8-bromooctane